C1(CC1)C(COC)O cyclopropyl-2-methoxyethan-1-ol